(9H-fluoren-9-yl)methyl ((2R,3R)-3-((tert-butyldimethylsilyl)oxy)-1-hydroxy-4-oxo-4-(tritylamino)butan-2-yl)carbamate [Si](C)(C)(C(C)(C)C)O[C@H]([C@@H](CO)NC(OCC1C2=CC=CC=C2C=2C=CC=CC12)=O)C(NC(C1=CC=CC=C1)(C1=CC=CC=C1)C1=CC=CC=C1)=O